4-bromo-1(2H)-isoquinolinone BrC1=CNC(C2=CC=CC=C12)=O